(13aR)-2,3,6,7-tetramethoxy-10-((1-methyl-4-nitro-1H-imidazol-5-yl)methyl)-10,11,12,13,13a,14-hexahydro-9H-dibenzo[f,h]pyrrolo[1,2-b]isoquinolin-10-ium bromide [Br-].COC=1C(=CC2=C(C=3C[C@@H]4[N+](CC3C3=C2C=C(C(=C3)OC)OC)(CCC4)CC4=C(N=CN4C)[N+](=O)[O-])C1)OC